FC1=CC=C(C=C1)C#CC=1C=C(C(=O)NCCC=2C=NC(=CC2)[N+](=O)[O-])C=CC1S(=O)(=O)CC1=NN(C=C1)C 3-((4-fluorophenyl)ethynyl)-4-(((1-methyl-1H-pyrazol-3-yl)methyl)sulfonyl)-N-(2-(6-nitropyridin-3-yl)ethyl)benzamide